C1=C2C3=C(N=CC2=CC=C1)C=1C=CC=CC1C3 (11H)indeno[1,2-c]isoquinoline